NC=1C(=C2N=CC=NC2=CC1)P(C)(C)=O (6-aminoquinoxaline-5-yl)dimethylphosphine oxide